C(C)(=O)N[C@H]1C(O)O[C@@H]([C@H]([C@@H]1O)O)CO D-2-N-acetylglucosamine